4-(2-(5-((1R,4R,7R)-7-amino-2-azabicyclo[2.2.1]heptane-2-carbonyl)-7-methoxy-1-methyl-1H-benzo[d]imidazol-2-yl)-1-(cyclopropylmethyl)-1H-indol-7-yl)-N-isopropylpiperidine-1-carboxamide N[C@H]1[C@@H]2N(C[C@H]1CC2)C(=O)C2=CC1=C(N(C(=N1)C=1N(C3=C(C=CC=C3C1)C1CCN(CC1)C(=O)NC(C)C)CC1CC1)C)C(=C2)OC